C[C@]1(CCC2=NC=3C(=NC(=CC3)C=3C=NC(=NC3)C(C)(C)O)N21)C2=CC=CC=C2 (S)-2-(5-(8-methyl-8-phenyl-7,8-dihydro-6H-pyrrolo[2',1':2,3]imidazo[4,5-b]pyridin-2-yl)pyrimidin-2-yl)propan-2-ol